C1(=CC(=CC=C1)NNC(C(=O)NNC=1C=C(C=CC1)C)=O)C Oxalic acid bis(2-m-tolylhydrazide)